C(#N)C=1C=C(C=CC1)[C@]1([C@@H](CN(CC1)C(=O)OC(C)(C)C)CN(C)C)O tert-butyl (3R,4S)-4-(3-cyanophenyl)-3-((dimethylamino) methyl)-4-hydroxypiperidine-1-carboxylate